N-((1R,3s,5S)-8-azabicyclo[3.2.1]octan-3-yl)-N-methyl-4-(2-(2-methylthieno[2,3-d]pyrimidin-4-yl)cyclopropyl)benzamide [C@H]12CC(C[C@H](CC1)N2)N(C(C2=CC=C(C=C2)C2C(C2)C=2C1=C(N=C(N2)C)SC=C1)=O)C